CC(CNCOC(=O)C=1C=2N(C=CC1)C=CN2)C.ClC=2C=C(C=CC2Cl)C=2N=C(NC2C)CC2=CC1=CC=CC=C1C=C2 4-(3,4-dichlorophenyl)-5-methyl-2-(2-naphthylmethyl)imidazole [(2-methylpropyl)amino]methylimidazo[1,2-a]pyridine-8-carboxylate